5-((4-((4-fluorophenoxy)methyl)-4-(pyridin-2-yl)piperidin-1-yl)methyl)-2-methylpyridine FC1=CC=C(OCC2(CCN(CC2)CC=2C=CC(=NC2)C)C2=NC=CC=C2)C=C1